CN(CCN(C1=C(C=C(C(=C1)OC)NC1=NC=C(C(=N1)NC1=C(C=CC=C1)NS(=O)(=O)C)F)NC(C=C)=O)C)C N-(2-((2-(dimethylamino)ethyl)(methyl)amino)-5-((5-fluoro-4-((2-(methylsulfonamido)phenyl)amino)pyrimidin-2-yl)amino)-4-methoxyphenyl)acrylamide